CC=1C=C(C(=O)C2=CC=C(C=C2)NC(OC(C)(C)C)=O)C=CC1C(NC)=O tert-Butyl (4-(3-Methyl-4-(methylcarbamoyl)benzoyl)phenyl)-carbamate